ClC1=C(N=C2C(=N1)NC(=N2)N2CCC1(CC2)[C@@H](C2=CC=CC=C2C1)N)SC=1C(=NC=CC1)C(F)(F)F (S)-1'-(6-Chloro-5-[(2-(trifluoromethyl)pyridin-3-yl)thio]-1H-imidazo[4,5-b]pyrazin-2-yl)-1,3-dihydrospiro[indene-2,4'-piperidin]-1-amine